L-α-aspartylglycinyl-6-(2,5-dioxo-2,5-dihydro-1H-pyrrol-1-yl)-L-norleucine N[C@@H](CC(O)=O)C(=O)NCC(=O)N[C@@H](CCCCN1C(C=CC1=O)=O)C(=O)O